C1=C(C=C2C=CC3=CC=CC4=CC=C1C2=C34)C3=CC=C(C#N)C=C3 4-(pyren-2-yl)benzonitrile